N-[4-[(6-formamido-7-methoxy-4-quinolyl)oxy]phenyl]-N'-(4-methoxyphenyl)-1,1-cyclopropanedicarboxamide C(=O)NC=1C=C2C(=CC=NC2=CC1OC)OC1=CC=C(C=C1)NC(=O)C1(CC1)C(=O)NC1=CC=C(C=C1)OC